O=C1N(CC2=C(C=CC=C12)OCC1=CC=C(C=C1)CN1CC(NCC1)=O)C1C(NC(CC1)=O)=O 3-(1-oxo-4-(4-((3-oxopiperazin-1-yl)methyl)benzyloxy)isoindolin-2-yl)piperidine-2,6-dione